4-[4-[[4-[(1S)-3-[tert-butyl(dimethyl)silyl]oxy-1-methyl-propoxy]-5-chloro-2-pyridyl]amino]pyrimidin-2-yl]-2-methyl-1H-pyrazol-3-one [Si](C)(C)(C(C)(C)C)OCC[C@@H](OC1=CC(=NC=C1Cl)NC1=NC(=NC=C1)C=1C(N(NC1)C)=O)C